FC(OC=1C=2N(C=C(C1)C(F)(F)F)C[C@]1(N2)CCOC2=C(C(=CC=C21)I)F)F (S)-8'-(difluoromethoxy)-8-fluoro-7-iodo-6'-(trifluoromethyl)-3'H-spiro[chroman-4,2'-imidazo[1,2-a]pyridine]